(S)-N'-(1-(3,5-dimethoxyphenyl)ethyl)-6-(4-ethoxyphenyl)pyrazine-2-carbohydrazide COC=1C=C(C=C(C1)OC)[C@H](C)NNC(=O)C1=NC(=CN=C1)C1=CC=C(C=C1)OCC